(2-chloro-3-(4-methoxybenzyl)-5-methylphenyl)-N-ethyl-N-methyl-formamidine ClC1=C(C=C(C=C1CC1=CC=C(C=C1)OC)C)C(=N)N(C)CC